CN1CCC2=C(CC1)C1=C([Se]2)C=CC=C1 3-methyl-2,3,4,5-tetrahydro-1H-benzo[4,5]selenopheno[2,3-d]azepine